(4R)-1,3-thiazolidine-4-carboxylic acid S1CN[C@@H](C1)C(=O)O